Cl.O1CC(CCC1)NC(OCC1=CC=CC=C1)=O benzyl oxan-3-ylcarbamate hydrogen chloride